3-methylsulfonylazetidine hydrochloride Cl.CS(=O)(=O)C1CNC1